N'-(methylenebis(1,4-phenylene))-bis(maleimide) C(C1=CC=C(C=C1)C=1C(=O)NC(C1)=O)C1=CC=C(C=C1)C=1C(=O)NC(C1)=O